6-(5-methoxy-2-(2-methoxyvinyl)phenyl)-1,1,4,4-tetramethyl-1,2,3,4-tetrahydronaphthalene COC=1C=CC(=C(C1)C=1C=C2C(CCC(C2=CC1)(C)C)(C)C)C=COC